(1S,2S)-2-(3-chlorophenyl)-N-(2-((6-cyclopropylimidazo[1,2-a]pyridin-2-yl)methyl)-6-methyl-2H-pyrazolo[4,3-c]pyridin-4-yl)cyclopropane-1-carboxamide ClC=1C=C(C=CC1)[C@@H]1[C@H](C1)C(=O)NC1=NC(=CC=2C1=CN(N2)CC=2N=C1N(C=C(C=C1)C1CC1)C2)C